ClC=1C(=C(C=CC1)NC(=O)C1=CC(=CC=2NC(=NC21)COC)NC(=O)C2=C(C=CC(=C2)C)Cl)C N-(3-chloro-2-methylphenyl)-6-{[(2-chloro-5-methylphenyl)carbonyl]amino}-2-(methoxymethyl)-1H-benzimidazole-4-carboxamide